N-(propan-2-yl)cyclohexan-1-amine CC(C)NC1CCCCC1